F[C@@H](C(=O)OCC)ON1[C@@H]2C=C([C@H](N(C1=O)C2)C(NCC=2OC=CN2)=O)C ethyl (2S)-2-fluoro-2-[[(2S,5R)-3-methyl-2-(oxazol-2-ylmethylcarbamoyl)-7-oxo-1,6-diazabicyclo[3.2.1]oct-3-en-6-yl]oxy]acetate